O[C@@H](CNC1=NC(=CC(=C1)C=1C=C(C=CC1C)NC(=O)N1C[C@@H](CC1)CC(F)(F)F)N1CCOCC1)C (S)-N-(3-(2-(((R)-2-hydroxypropyl)amino)-6-morpholinopyridin-4-yl)-4-methylphenyl)-3-(2,2,2-trifluoroethyl)pyrrolidine-1-carboxamide